O[C@@H]1C[C@@H](CCC1)NC1=NC(=NC=C1C(=O)N)NC1(CCC1)C 4-((1R,3S)-3-hydroxycyclohexylamino)-2-(1-methylcyclobutylamino)pyrimidine-5-carboxamide